3-Fluoro-5-methyl-4-(3-(2-methyl-1,2,3,4-tetrahydroisochinolin-7-yl)-6-oxo-1H-pyrazolo[4,3-c]pyridazin-5(6H)-yl)benzonitril FC=1C=C(C#N)C=C(C1N1N=C2C(=CC1=O)NN=C2C2=CC=C1CCN(CC1=C2)C)C